undecenic acid C(C=CCCCCCCCC)(=O)O